tert-butyl (3aS,7aR)-2-methyl-3,3a,4,6,7,7a-Hexahydro-1H-pyrrolo[3,4-c]pyridine-5-carboxylate CN1C[C@H]2CN(CC[C@H]2C1)C(=O)OC(C)(C)C